(S)-quinuclidin-3-yl (7-(2-chloro-3-(trifluoromethyl)phenyl)-3,3-dimethylchroman-4-yl)carbamate ClC1=C(C=CC=C1C(F)(F)F)C1=CC=C2C(C(COC2=C1)(C)C)NC(O[C@@H]1CN2CCC1CC2)=O